1-(5Z,8Z,11Z,14Z,17Z-eicosapentaenoyl)-2-(11Z-eicosenoyl)-glycero-3-phospho-(1'-sn-glycerol) CCCCCCCC/C=C\CCCCCCCCCC(=O)O[C@H](COC(=O)CCC/C=C\C/C=C\C/C=C\C/C=C\C/C=C\CC)COP(=O)(O)OC[C@H](CO)O